5-(4-((3-ethyl-9-fluoro-2-oxo-2,3-dihydro-1H-pyrimido[4,5,6-de]quinazolin-8-yl)methyl-d2)piperazin-1-yl)-N,6-dimethylpyridineamide C(C)N1C(NC2=C(C(=CC=3C2=C1N=CN3)C(N3CCN(CC3)C=3C=CC(=NC3C)C(=O)NC)([2H])[2H])F)=O